ClC=1C=C(C=CC1O)C=1OC(C2=C(N1)C=CS2)=O 2-(3-chloro-4-hydroxyphenyl)-4H-thieno[3,2-d][1,3]oxazin-4-one